diammonium butanal salt C(CCC)=O.[NH4+].[NH4+]